4-((2S,3R,4R,5S)-3-(3-methoxy-2-methylpyridin-4-yl)-4,5-dimethyl-5-(trifluoromethyl)tetrahydrofuran-2-carboxamido)picolinamide COC=1C(=NC=CC1[C@@H]1[C@H](O[C@@]([C@@H]1C)(C(F)(F)F)C)C(=O)NC1=CC(=NC=C1)C(=O)N)C